O[C@H]1C[C@@](NC1)(C(=O)N)C (2R,4S)-4-hydroxy-2-methylpyrrolidine-2-carboxamide